CC1=CN=C2C(=N1)N(C(C(=C2)C2CCC(CC2)C2=C(C=CC=C2)C(F)(F)F)=O)CC2=NC=CC=C2C(F)(F)F 3-methyl-7-((1r,4r)-4-(2-(trifluoromethyl)phenyl)cyclohexyl)-5-((3-(trifluoromethyl)pyridin-2-yl)methyl)pyrido[2,3-b]pyrazin-6(5H)-one